NC1=C(C=C(C=C1)C1=CC2=C(C(N(C=C2)C(C(=O)N[C@@H]2C(OC(C2)=O)OCC)C)=O)N1)Cl 2-(2-(4-Amino-3-chlorophenyl)-7-oxo-1,7-dihydro-6H-pyrrolo[2,3-c]pyridin-6-yl)-N-((3S)-2-ethoxy-5-oxotetrahydrofuran-3-yl)propanamide